3-[3-fluoro-4-[4-[2-(4-piperidinyl)ethyl]-1-piperidinyl]anilino]piperidine-2,6-dione HCl salt Cl.FC=1C=C(NC2C(NC(CC2)=O)=O)C=CC1N1CCC(CC1)CCC1CCNCC1